FC1=C(N=C(C2=C1N=C(N=C2)SC)NCCC=2C=C(C=CC2)S(=O)O)C2=CC=CC1=CC=C(C(=C21)C#C[Si](C(C)C)(C(C)C)C(C)C)F 3-(2-((8-fluoro-7-(7-fluoro-8-((triisopropylsilyl)ethynyl)naphthalen-1-yl)-2-(methylthio)pyrido[4,3-d]pyrimidin-5-yl)amino)ethyl)benzenesulfinic acid